FC(CN1C(NC(C=C1)=O)=O)(C)F 1-(2,2-difluoropropyl)pyrimidine-2,4(1H,3H)-dione